(3R)-3-(hydroxymethyl)piperazin OC[C@H]1CNCCN1